ClC1=CC(=C(C=C1)C1(OC2=C(O1)C=CC=C2C2=CC=C(C=1CCOC12)CC1=NC2=C(N1C[C@H]1OCC1)C=C(C=C2)C(=O)OC)C)F methyl 2-((7-(2-(4-chloro-2-fluorophenyl)-2-methylbenzo[d][1,3]dioxolan-4-yl)-2,3-dihydrobenzofuran-4-yl) methyl)-1-(((S)-oxetan-2-yl) methyl)-1H-benzo[d]imidazole-6-carboxylate